ClC1=CC=C(C=C1)C(C(=O)N[C@@H](C(C)C)C(=O)N[C@H](CCC(=O)O)C(=O)O)(C)O (2-(4-chlorophenyl)-2-hydroxypropanoyl)-L-valyl-D-glutamic acid